4-(4-((1R,5S)-3,8-diazabicyclo[3.2.1]octan-3-yl)-6-ethyl-8-fluoro-2-(((2R,7aS)-2-fluorotetrahydro-1H-pyrrolizin-7a(5H)-yl)methoxy)quinazolin-7-yl)naphthalen-2-ol [C@H]12CN(C[C@H](CC1)N2)C2=NC(=NC1=C(C(=C(C=C21)CC)C2=CC(=CC1=CC=CC=C21)O)F)OC[C@]21CCCN1C[C@@H](C2)F